FC(C1(COCC1)C1=CC=CC(=N1)N1N=C2C(C=NC(=C2)NC(C)=O)=C1)F N-(2-(6-(3-(difluoromethyl)tetrahydrofuran-3-yl)pyridin-2-yl)-2H-pyrazolo[4,3-c]pyridin-6-yl)acetamide